1-allyl-2-(4-(trifluoromethyl)phenyl)-1H-benzo[d]imidazole C(C=C)N1C(=NC2=C1C=CC=C2)C2=CC=C(C=C2)C(F)(F)F